[6-(4-tert-butoxycarbonylpiperazin-1-yl)-2-pyridyl]boronic acid C(C)(C)(C)OC(=O)N1CCN(CC1)C1=CC=CC(=N1)B(O)O